N1(C=CC=2C1=CN=CC2)CC=2C=C1C=C(N=CC1=C(C2F)N)NC2=NN1CC(N(CCC1=C2)C(C)C)=O 2-((6-((1H-pyrrolo[2,3-c]pyridin-1-yl)methyl)-8-amino-7-fluoroisoquinolin-3-yl)amino)-6-isopropyl-5,6-dihydro-4H-pyrazolo[1,5-d][1,4]diazepin-7(8H)one